CN(C)C=NS(=O)(=O)C1=C(C(=C(C(=C1F)F)S(=O)(=O)CCN(C([O-])=O)C1=CC=C(C=C1)OC)F)F 2-((4-(N-((dimethylamino)methylene)sulfamoyl)-2,3,5,6-tetrafluorophenyl)sulfonyl)ethyl(4-methoxyphenyl)carbamate